3-amino-6,8-difluoro-5-methyl-2,3-dihydrobenzo[b][1,4]azoxepin-4(5H)-one NC1COC2=C(N(C1=O)C)C(=CC(=C2)F)F